3-benzyl-8-methoxy-3H-pyrazolo[3,4-c]isoquinoline C(C1=CC=CC=C1)N1N=CC2=C1N=CC=1C=CC(=CC21)OC